N1(N=NC2=C1C=CC=C2)CN(CC2=CC=CC=C2)C2CC2 N-((1H-benzo[d][1,2,3]triazol-1-yl)methyl)-N-benzylcyclopropylamine